Cl.NC=1C=C(C=NC1C)NC(CN1C(CCC1)(C)C)=O N-(5-amino-6-methylpyridin-3-yl)-2-(2,2-dimethylpyrrolidin-1-yl)acetamide hydrochloride